hexa-hydropyridazin N1NCCCC1